FC=1C=C(C#N)C=C(C1)[C@H]1N(OCC1)C(=O)[C@@H]1CC[C@H](CC1)CC=1C(=NC=C(C1)F)C trans-3-fluoro-5-[(3S)-2-[4-[(5-fluoro-2-methyl-3-pyridyl)methyl]cyclohexanecarbonyl]isoxazolidin-3-yl]benzonitrile